tert-butyl 3-[4-[1-(trifluoromethylsulfonyl)cyclopropyl]phenyl]azetidine-1-carboxylate FC(S(=O)(=O)C1(CC1)C1=CC=C(C=C1)C1CN(C1)C(=O)OC(C)(C)C)(F)F